(2S,4R)-1-[(2S)-2-(4-cyclopropyltriazol-1-yl)-3,3-dimethyl-butanoyl]-4-hydroxy-N-[[5-(3-pyridyl)-3-pyridyl]methyl]pyrrolidine-2-carboxamide C1(CC1)C=1N=NN(C1)[C@H](C(=O)N1[C@@H](C[C@H](C1)O)C(=O)NCC=1C=NC=C(C1)C=1C=NC=CC1)C(C)(C)C